2-benzyl-2-dimethylamino-1-(4-Morpholinophenyl)butanone CCC(CC1=CC=CC=C1)(C(=O)C2=CC=C(C=C2)N3CCOCC3)N(C)C